(2S)-2-(benzyloxycarbonylamino)-4-oxo-butyric acid methyl ester COC([C@H](CC=O)NC(=O)OCC1=CC=CC=C1)=O